3-(2-methoxypropan-2-yl)-1H-pyridine COC(C)(C)C=1CNC=CC1